CC1=C(C#N)C=CC(=C1F)CNC1=NC(=CC=C1)C1CCNCC1 methyl-3-fluoro-4-(((6-(piperidin-4-yl)pyridin-2-yl)amino)methyl)benzonitrile